NCC(C)NC1=NC(=C2C(=N1)N(N=C2)C)NCC2=CC(=C(C=C2)C)Cl 6-N-(1-aminopropan-2-yl)-4-N-[(3-chloro-4-methylphenyl)methyl]-1-methylpyrazolo[3,4-d]pyrimidine-4,6-diamine